4-(2-(2-Chlorophenyl)-4,4-difluoropyrrolidin-1-yl)-N-((R,E)-4-(methylsulfonyl)but-3-en-2-yl)benzamide ClC1=C(C=CC=C1)C1N(CC(C1)(F)F)C1=CC=C(C(=O)N[C@H](C)\C=C\S(=O)(=O)C)C=C1